C(CN(CC(=O)[O-])CC(=O)[O-])N(CC(=O)[O-])CC(=O)[O-] Ethylenedinitrilo(tetraacetate)